1-C-(α-L-fucopyranosyl)-propan-2-one [C@@H]1([C@@H](O)[C@H](O)[C@H](O)[C@@H](O1)C)CC(C)=O